Butyl-(3-(4-((2-Ethyl-1H-imidazol-1-yl)methyl)phenyl)-5-isobutylthiophen-2-yl)sulfonyl-carbamat C(CCC)OC(NS(=O)(=O)C=1SC(=CC1C1=CC=C(C=C1)CN1C(=NC=C1)CC)CC(C)C)=O